2-(diethoxyphosphoryl)propionic acid C(C)OP(=O)(OCC)C(C(=O)O)C